[Na].[Na].[Na].[Na].C(=O)(O)C(C(=O)O)N[C@@H](CCC(N)=O)C(=O)O Dicarboxymethyl-Glutamine Tetrasodium